hydroxyl-benzotriazole OC1=CC=CC=2NN=NC21